N-(4-cyanobenzyl)-8-((1-((1,3-dihydroxy-2-methylpropan-2-yl)sulfonyl)cyclopropyl)methoxy)-1-methyl-2-oxo-1,2-dihydro-1,7-naphthyridine-3-carboxamide C(#N)C1=CC=C(CNC(=O)C=2C(N(C3=C(N=CC=C3C2)OCC2(CC2)S(=O)(=O)C(CO)(CO)C)C)=O)C=C1